C(=O)O.N[C@@H](C)C1=C(C=2N=C(N=C(C2S1)NCC=1OC=CC1)Cl)C1=CC=CC=C1 6-[(1S)-1-aminoethyl]-2-chloro-N-[(furan-2-yl)methyl]-7-phenylthieno[3,2-d]pyrimidin-4-amine formate